O=C1C(=C2C(=NN1)C(CC2)OCCC(=O)OC)C(F)(F)F methyl 3-[[3-oxo-4-(trifluoromethyl)-2,5,6,7-tetrahydrocyclopenta[c]pyridazin-7-yl]oxy]propanoate